tris-(t-butylphenyl) phosphate P(=O)(OC1=C(C=CC=C1)C(C)(C)C)(OC1=C(C=CC=C1)C(C)(C)C)OC1=C(C=CC=C1)C(C)(C)C